N1CCC2(CC1)[C@@H](C=1C(=NC=CC1)C2)NSC(C)(C)C (S)-N-((S)-5,7-Dihydrospiro[cyclopenta[b]pyridine-6,4'-piperidin]-5-yl)-2-methylpropane-2-sulfenamide